3,5-di(4-carboxyphenyl)benzoic acid C(=O)(O)C1=CC=C(C=C1)C=1C=C(C(=O)O)C=C(C1)C1=CC=C(C=C1)C(=O)O